methyl(2-methyl-6-(5-(trifluoromethyl)-1,2,4-oxadiazol-3-yl)imidazo[1,2-a]pyridin-3-yl)(pyrimidin-5-ylimino)-λ6-sulfanone CS(=O)(=NC=1C=NC=NC1)C1=C(N=C2N1C=C(C=C2)C2=NOC(=N2)C(F)(F)F)C